BrC=1C=C2CCC=NC2=CC1O 6-bromo-7-hydroxy-3,4-dihydroquinolin